N-((5,5-dimethyltetrahydrofuran-3-yl)methyl)-4-((2-fluorophenyl)ethynyl)benzamide CC1(CC(CO1)CNC(C1=CC=C(C=C1)C#CC1=C(C=CC=C1)F)=O)C